C[C@H]1CN(CCN1)C(=O)C=1NC=C(C1)C=1C=NN(C1)C1=CC=CC=C1 (3S)-3-methyl-1-[4-(1-phenyl-1H-pyrazol-4-yl)-1H-pyrrole-2-carbonyl]piperazine